C(CCC)C1(N(S(C2=C(N(C1)C1=CC=CC=C1)C=C(C(=C2)OC)N(C)C)(=O)=O)CC2=CC=C(C=C2)OC)CC 3-Butyl-7-(dimethylamino)-3-ethyl-8-methoxy-2-(4-methoxybenzyl)-5-phenyl-2,3,4,5-tetrahydro-1,2,5-benzothiadiazepine 1,1-dioxide